N-{4-[2-(2-chloro-3-fluorophenyl)acetylamino]pyridin-2-yl}-N-[2-(difluoromethyl)phenyl]acetamide ClC1=C(C=CC=C1F)CC(=O)NC1=CC(=NC=C1)N(C(C)=O)C1=C(C=CC=C1)C(F)F